FC=1C=C(C(=O)NCC2CCC(CC2)N2N=C3C(=CC=CC3=C2)C2=NC=C(C=N2)CO)C=C(C1O)F 3,5-difluoro-4-hydroxy-N-{[(1r,4r)-4-{7-[5-(hydroxymethyl)pyrimidin-2-yl]-2H-indazol-2-yl}cyclohexyl]methyl}benzamide